(3R)-3-({7-cyclopropyl-2-[1-(propan-2-yl)-1H-pyrazol-4-yl][1,2,4]triazolo[1,5-c]quinazolin-5-yl}amino)azepin-2-one C1(CC1)C1=CC=CC=2C=3N(C(=NC12)NC=1C(N=CC=CC1)=O)N=C(N3)C=3C=NN(C3)C(C)C